3-Hexylnonyl (Z)-8-(N-(dec-3-en-1-yloxy)-5-(dimethylamino)pentanamido)octadecanoate C(C\C=C/CCCCCC)ON(C(CCCCN(C)C)=O)C(CCCCCCC(=O)OCCC(CCCCCC)CCCCCC)CCCCCCCCCC